N-(2,6-dioxopiperidin-3-yl)-5-(9-(4-(4-nitrophenyl)piperazin-1-yl)-3-azaspiro[5.5]undecan-3-yl)pyrimidine-2-carboxamide O=C1NC(CCC1NC(=O)C1=NC=C(C=N1)N1CCC2(CC1)CCC(CC2)N2CCN(CC2)C2=CC=C(C=C2)[N+](=O)[O-])=O